[Ca+2].S(=O)(=O)([O-])C(C(=O)OCCCCCCCC)CC(=O)OCCCCCCCC.C(CCCCCCC)OC(C(CC(=O)OCCCCCCCC)S(=O)(=O)[O-])=O dioctyl sulfosuccinate calcium salt